C(C)C=1C=C(C=CC1N)C1=CC(=C(C=C1)N)CC 3,3'-diEthyl-4,4'-diaminobiphenyl